camphorsulfonic, chloride C12(C(=O)CC(CC1)C2(C)C)CS(=O)(=O)Cl